(3R,4R)-3-[(tert-butyldiphenylsilyl)oxy]-N-[7-(5-methylpyridin-2-yl)pyrrolo[2,1-f][1,2,4]triazin-2-yl]-1-(oxetane-3-carbonyl)piperidin-4-amine [Si](C1=CC=CC=C1)(C1=CC=CC=C1)(C(C)(C)C)O[C@@H]1CN(CC[C@H]1NC1=NN2C(C=N1)=CC=C2C2=NC=C(C=C2)C)C(=O)C2COC2